benzyl 6-((tert-butoxycarbonyl)amino)-2-azaspiro[3.3]heptane-2-carboxylate C(C)(C)(C)OC(=O)NC1CC2(CN(C2)C(=O)OCC2=CC=CC=C2)C1